OC1=C(C(=NC(=C1)C)COC)C(=O)N 4-hydroxy-2-(methoxymethyl)-6-methylpyridine-3-carboxamide